FC(C1=C2C3=CN=C(C(O[C@@H](C4=CC(=CC=C4C=4N=CC(=CC4CN2N=C1)F)F)C)=C3)N)F (20R)-3-(difluoromethyl)-10,17-difluoro-20-methyl-21-oxa-5,6,12,24-tetraazapentacyclo[20.3.1.02,6.08,13.014,19]hexacosa-1(25),2,4,8(13),9,11,14,16,18,22(26),23-undecaen-23-amine